(5S,8S)-5-fluoro-8-hydroxy-N-(2-(3-(trifluoromethyl)phenoxy)ethyl)-5,6,7,8-tetrahydroquinoline-5-carboxamide F[C@@]1(C=2C=CC=NC2[C@H](CC1)O)C(=O)NCCOC1=CC(=CC=C1)C(F)(F)F